2-(2-aminopyrimidin-5-yl)-N-cyclopropyl-N,6,6-trimethyl-8,9-dihydro-6H-[1,4]oxazino[4,3-e]purin-4-amine NC1=NC=C(C=N1)C=1N=C(C=2N=C3N(C2N1)CCOC3(C)C)N(C)C3CC3